C(CCCCCCC)(=O)[O-].[Co+2].C(C)C(C(=O)[O-])CCCC.[Co+2].C(C)(C)(C)C1=CC=C(C=C1)CCC=O 3-(p-tert.-Butylphenyl)propanal cobalt 2-ethylhexanoate cobalt octanoate